1,2'-Biphenyl C1(=CC=CC=C1)C1=CC=CC=C1